C(C)OC(CN(C(C(CO)NC(OCC1C2=CC=CC=C2C=2C=CC=CC12)=O)=O)CC(CC)C)OCC (9H-fluoren-9-yl)methyl (1-((2,2-diethoxyethyl)(2-methylbutyl)amino)-3-hydroxy-1-oxopropan-2-yl)carbamate